O[C@]1(CC[C@H]2[C@@H]3CCC4=CC(CCC4=C3[C@H](C[C@]12C)C1=CC=C(C=C1)N(CCCCCC=O)C)=O)C#CC 6-((4-((8S,11R,13S,14S,17S)-17-hydroxy-13-methyl-3-oxo-17-(prop-1-yn-1-yl)-2,3,6,7,8,11,12,13,14,15,16,17-dodecahydro-1H-cyclopenta[a]phenanthren-11-yl)phenyl)(methyl)amino)hexanal